2-((1R,3S)-2,2-dimethyl-3-(2-oxopropyl)cyclopropyl)acetonitrile CC1([C@@H]([C@@H]1CC(C)=O)CC#N)C